OC1=CC=C(OC2=C(C=CC(=C2)O)OP(O)(O)=O)C=C1 4-hydroxyphenoxy-4-hydroxyphenyl-phosphoric acid